C[C@H]([C@@H](C(=O)O)NC(=O)OC(C)(C)C)OC Boc-O-methyl-L-threonine